OCC=1C(NC(NN1)=O)=O 6-(hydroxymethyl)-4H-1,2,4-triazine-3,5-dione